thieno[2,3-b]pyrazine N1=C2C(=NC=C1)SC=C2